NC=1SC2=C(N1)C(=CC(=C2)OC)C(O)C2CCOCC2 (2-amino-6-methoxybenzo[d]thiazol-4-yl)(tetrahydro-2H-pyran-4-yl)methanol